C(C)C1=C(C=CC(=C1)CC)S 2,4-diethylthiophenol